FC1=C(C=C(C=C1)F)[C@]([C@@H](C)SSCC1=NC=C(C(=O)[O-])C=C1)(CN1N=CN=C1)O 6-((((2R,3R)-3-(2,5-difluorophenyl)-3-hydroxy-4-(1H-1,2,4-triazol-1-yl)butan-2-yl)disulfanyl)methyl)nicotinate